C(C)(C)C=1N=C(C2=C(N1)N(C=C2)C(C)C)NC=2N=CN(C2)C2=CC(=C(C(=C2)OC)OC)OC 2,7-diisopropyl-N-(1-(3,4,5-trimethoxyphenyl)-1H-imidazol-4-yl)-7H-pyrrolo[2,3-d]pyrimidin-4-amine